OC1=CC=C(C=C1)N1C(=O)NC(=O)C1 DL-p-hydroxy-phenylhydantoin